(6-(cyclopropylmethyl)-2-(trifluoromethyl)-6H-furo[2,3-b]pyrrol-5-yl)-7-methoxy-1-methyl-1H-benzo[d]imidazole-5-carboxylic acid C1(CC1)CN1C2=C(C=C1C1=NC3=C(N1C)C(=CC(=C3)C(=O)O)OC)C=C(O2)C(F)(F)F